[Si](C)(C)(C(C)(C)C)OC1=CC=C(C=C1)[C@@H]1NCCC2=CC=CC=C12 (S)-1-(4-((tert-butyldimethylsilyl)oxy)phenyl)-1,2,3,4-tetrahydroisoquinoline